S1C2=C(C=C1)C(=CC=C2)N2CCN(CC2)CCC2(CCC(CC2)NC(=O)N2CCCC2)F N-(cis-4-(2-(4-(benzo[b]thiophen-4-yl)piperazin-1-yl)ethyl)-4-fluorocyclohexyl)pyrrolidine-1-carboxamide